2-(2,6-dichloro-4-(6-(difluoromethyl)-3,5-dioxo-4,5-dihydro-1,2,4-triazin-2(3H)-yl)phenoxy)-5-hydroxy-N-(4-hydroxybicyclo[2.1.1]hexan-1-yl)pyridine-4-sulfonamide ClC1=C(OC2=NC=C(C(=C2)S(=O)(=O)NC23CCC(C2)(C3)O)O)C(=CC(=C1)N1N=C(C(NC1=O)=O)C(F)F)Cl